FC12CCC(CC1)(CC2)NC(C(=O)N[C@H](C(N[C@@H](C[C@H]2C(NCC2)=O)C(COC(F)(F)F)=O)=O)CC(C)C)=O N1-(4-fluorobicyclo[2.2.2]octan-1-yl)-N2-((S)-4-methyl-1-oxo-1-(((S)-3-oxo-1-((S)-2-oxopyrrolidin-3-yl)-4-(trifluoromethoxy)butan-2-yl)amino)pentan-2-yl)oxalamide